C(C)(C)(C)OC(=O)NS(=O)(=O)NC1=CC=C(C(=O)O)C=C1 4-(tert-butoxycarbonylsulfamoylamino)benzoic acid